C1(CCC1)[C@@H]1[C@@H](N2CCOC3=C(SC(C(N1)=O)=C32)C=3C=NNC3)COC (9R,10R)-10-cyclobutyl-9-(methoxymethyl)-3-(1H-pyrazol-4-yl)-5-oxa-2-thia-8,11-diazatricyclo[6.4.1.04,13]trideca-1(13),3-dien-12-one